ClC=1C=C(C(N(N1)C=1C=NN(C1)C)=O)C(=O)OC methyl 6-chloro-2-(1-methyl-1H-pyrazol-4-yl)-3-oxo-2,3-dihydropyridazine-4-carboxylate